C(C1=CC=CC=C1)N[C@H]1CCC=2C=3C1=C1C(=NC3C=C(C2C)F)C2=CC3=C(C(N2C1)=O)COC([C@]3(O)CC)=O (1S,9S)-1-(benzylamino)-9-ethyl-5-fluoro-9-hydroxy-4-methyl-1,2,3,9,12,15-hexahydro-10H,13H-benzo[de]pyrano[3',4':6,7]indolizino[1,2-b]quinoline-10,13-dione